CS(=O)(=O)OC1=CC(=CC(=C1)OC)OCC1=CC(=CC=C1)C=O (3-((3-formylphenyl) methoxy)-5-methoxy-phenyl) methylsulfonate